(S)-1-(2-((6-(difluoromethyl)-6,7-dihydroimidazo[4',5':5,6]pyrido[3,2-b][1,4]oxazin-5(3H)-yl)methyl)-4-fluorophenoxy)-2-methylpropan-2-amine FC([C@H]1N(C2=C(OC1)C=C1C(=N2)NC=N1)CC1=C(OCC(C)(N)C)C=CC(=C1)F)F